4-vinyl-1H-pyrrole-2-carboxylic acid methyl ester COC(=O)C=1NC=C(C1)C=C